5-(2-chlorophenoxy)-3-((2-fluoro-5-methoxybenzyl)amino)-7-methyl-4H-benzo[e][1,2,4]thiadiazine 1,1-dioxide ClC1=C(OC2=CC(=CC3=C2NC(=NS3(=O)=O)NCC3=C(C=CC(=C3)OC)F)C)C=CC=C1